C(N)(=N)C1=CC=C(OCCCCCCCCCC)C=C1 α-(4-amidinophenoxy)decane